4-(7-cyclopropyl-3-quinolylamino)-2-[p-(3-morpholinopropoxy)phenylamino]pyrimidine C1(CC1)C1=CC=C2C=C(C=NC2=C1)NC1=NC(=NC=C1)NC1=CC=C(C=C1)OCCCN1CCOCC1